1-[4-(2-(azepane-1-yl)ethoxy)benzyl]-5-(benzyloxy)-2-(4-(benzyloxy)phenyl)-3-methyl-1H-indole N1(CCCCCC1)CCOC1=CC=C(CN2C(=C(C3=CC(=CC=C23)OCC2=CC=CC=C2)C)C2=CC=C(C=C2)OCC2=CC=CC=C2)C=C1